C(C)(C)C1CC(=CC(C1O)C)C 6-isopropyl-2,4-dimethylcyclohex-3-en-1-ol